CNS(=O)(=O)C=1C=C2CC(NC2=CC1)=O N-methyl-2-oxoindoline-5-sulfonamide